C(C)(=O)C(C(C)=O)C(C)=O.[Zr] zirconium diacetylaceton